NCCOCCOCCOC1=C(C=C2C(=CC=NC2=C1)NC=1C=CC2=C(N=CS2)C1)S(=O)(=O)C(C)(C)C N-(7-(2-(2-(2-aminoethoxy)ethoxy)ethoxy)-6-(tert-butylsulfonyl)quinolin-4-yl)benzo[d]thiazol-5-amine